1-{2-[3-(4-ethyl-piperazin-1-yl)-phenylamino]-5-fluoro-pyrimidin-4-yl}-1H-indole-3-carboxylic acid amide C(C)N1CCN(CC1)C=1C=C(C=CC1)NC1=NC=C(C(=N1)N1C=C(C2=CC=CC=C12)C(=O)N)F